COC=1C=C2C(=CN(C2=CC1)CC(=O)O)C=1C(NC(C1C1=CN(C2=CC=CC=C12)C)=O)=O 2-(5-methoxy-3-(4-(1-methyl-1H-indol-3-yl)-2,5-dioxo-2,5-dihydro-1H-pyrrol-3-yl)-1H-indol-1-yl)acetic acid